5-chloropyrido[4,3-e]pyrrolo[1,2-a]pyrimidine-7-carboxylate ClC1=NC=2N(C3=C1C=CN=C3)C=CC2C(=O)[O-]